FC=1C=C(C(=O)NC2=CC(=C(C=C2)F)C(=O)C=2C=C3N=CC=NC3=CC2)C=CC1C(F)(F)F 3-fluoro-N-(4-fluoro-3-(quinoxaline-6-carbonyl)phenyl)-4-(trifluoromethyl)benzamide